Ethyl 3-(6-phenyl-5,6-dihydrocyclopenta[c]pyrazol-2(4H)-yl)cyclopentane-1-carboxylate C1(=CC=CC=C1)C1CCC=2C1=NN(C2)C2CC(CC2)C(=O)OCC